O[C@H]1[C@@]2(C[C@@H]2[C@H]([C@H]1O)N1C2=NC(=NC(=C2N=C1)\C=C(\C1=CC=CC=C1)/O)C#CC1=CC=CC=C1)C(=O)NC (1S,2S,3R,4R,5S)-2,3-dihydroxy-4-(6-((Z)-2-hydroxy-2-phenylethenyl)-2-(phenylethynyl)-9H-purin-9-yl)-N-methylbicyclo[3.1.0]hexane-1-carboxamide